ClC=1C=CC(=C(C1)[C@H](CC(=O)O)CC(=O)NC)C (S)-3-(5-chloro-2-methylphenyl)-5-(methylamino)-5-oxopentanoic acid